4-(p-phenylazophenyl)semicarbazide C1(=CC=CC=C1)N=NC1=CC=C(C=C1)NC(NN)=O